tert-butyl 1-ethyl-2,4-dioxo-3-[4-(trifluoromethyl) phenyl]-1,3,8-triazaspiro[4.5]decane-8-carboxylate C(C)N1C(N(C(C12CCN(CC2)C(=O)OC(C)(C)C)=O)C2=CC=C(C=C2)C(F)(F)F)=O